(R)-(6-((1-ethyl-1H-pyrazol-5-yl)sulfonyl)-1-(4-fluorophenyl)-4,4a,5,6,7,8-hexahydro-1H-pyrazolo[3,4-g]isoquinolin-4a-yl)(thiazol-4-yl)methanone C(C)N1N=CC=C1S(=O)(=O)N1C[C@]2(CC3=C(C=C2CC1)N(N=C3)C3=CC=C(C=C3)F)C(=O)C=3N=CSC3